C(C)(C)NC(C(CCCC)N1C(=NC2=C1C=CC=C2)C2=CC=C(C=C2)C(C)=O)=O 2-[2-(4-acetyl-phenyl)-benzimidazol-1-yl]-hexanoic acid isopropylamide